C1C(CC2=CC=CC=C12)NC1=NC=C(C=N1)C=1C=C(C=CC1)NC(C1=CC(=NC=C1)NS(=O)(=O)C)=O N-(3-(2-((2,3-dihydro-1H-inden-2-yl)amino)pyrimidin-5-yl)phenyl)-2-(methylsulfonamido)isonicotinamide